COC=1C=C(C=CC1)[C@H]1[C@@H](C1)C(=O)OCC trans-ethyl 2-(3-methoxyphenyl)cyclopropanecarboxylate